FC1=C(C(=CC(=C1)O)F)[C@H]1[C@@H](C(NC1)=O)NC(=O)NC1=CC=C(C=C1)F |o1:9,10| (-)-1-[(3S*,4R*)-4-(2,6-Difluoro-4-hydroxyphenyl)-2-oxopyrrolidin-3-yl]-3-(4-fluorophenyl)urea